6-(cyclopropanecarboxamido)-4-((2,5-dimethyl-4,5-dihydrothiazolo[5,4-c][1,7]naphthyridin-6-yl)amino)-N-(methyl-d3)pyridazine-3-carboxamide C1(CC1)C(=O)NC1=CC(=C(N=N1)C(=O)NC([2H])([2H])[2H])NC1=NC=CC=2C3=C(CN(C12)C)SC(=N3)C